1,3-diphenyl-1,3-dimethyldisilazane C1(=CC=CC=C1)[SiH](N[SiH](C)C1=CC=CC=C1)C